tert-butyl (S)-6'-chloro-5'-fluoro-5-(((1R,2R)-2-formylcyclobutyl)methyl)-3',4,4',5-tetrahydro-2H,2'H-spiro[benzo[b][1,4]thiazepine-3,1'-naphthalene]-7-carboxylate ClC=1C(=C2CCC[C@]3(C2=CC1)CN(C1=C(SC3)C=CC(=C1)C(=O)OC(C)(C)C)C[C@H]1[C@@H](CC1)C=O)F